4-fluoro-N-(6-(6-methylpyridazin-4-yl)-[1,2,4]triazolo[1,5-b]pyridazin-2-yl)tetrahydro-2H-pyran-4-carboxamide FC1(CCOCC1)C(=O)NC1=NN2N=C(C=CC2=N1)C1=CN=NC(=C1)C